1,3-diethyl-N-[2-(2-hydroxyethyl)-1-methylcyclopropyl]-2,4-dioxoquinazoline-6-sulfonamide C(C)N1C(N(C(C2=CC(=CC=C12)S(=O)(=O)NC1(C(C1)CCO)C)=O)CC)=O